bis(4-aminophenyl) nonane-1,9-dicarboxylate C(CCCCCCCCC(=O)OC1=CC=C(C=C1)N)C(=O)OC1=CC=C(C=C1)N